(R)-(tetrahydro-furan-3-yl)methanamine O1C[C@H](CC1)CN